ClC1=C(C(=O)NC(C(=O)O)CC2=CC=C(C=C2)OCC2CCC(CC2)NC2=NC=CC=C2)C(=CC=C1)Cl 2-(2,6-dichlorobenzamido)-3-(4-((4-(pyridin-2-ylamino)cyclohexyl)methoxy)phenyl)propanoic acid